C(C)(C)(C)C=1C=C(C=C(C1)C(C)(C)C)C(=C)C1=CC=2NC3=CC=CC=C3SC2C=C1 2-(1-(3,5-di-tert-butylphenyl)vinyl)-10H-phenothiazine